(R)-(1-((3-acetylphenyl)sulfonamido)-2-phenylethyl)boronic acid C(C)(=O)C=1C=C(C=CC1)S(=O)(=O)N[C@@H](CC1=CC=CC=C1)B(O)O